C1(CC1)C1=CC(=NN1)C1(NC(=NC2=CC=CC=C12)NCC1=C(C=C(C=C1)OC)OC)N 4-(5-cyclopropyl-1H-pyrazol-3-yl)-N2-(2,4-dimethoxybenzyl)quinazoline-2,4-diamine